8-(5-chlorobenzofuran-2-yl)-4-((5-chlorothien-2-yl)sulfonyl)-3,4-dihydro-2H-pyrido[4,3-b][1,4]thiazine ClC=1C=CC2=C(C=C(O2)C2=CN=CC3=C2SCCN3S(=O)(=O)C=3SC(=CC3)Cl)C1